4-methyl-1-((2-(trimethylsilyl)ethoxy)methyl)-1H-pyrazole-3-carboxylic acid CC=1C(=NN(C1)COCC[Si](C)(C)C)C(=O)O